1H-pyrazolo[4,3-c]quinoline-8-carboxamide 2,2,2-trifluoroacetate FC(C(=O)O)(F)F.N1N=CC=2C=NC=3C=CC(=CC3C21)C(=O)N